Methyl 1-(4-bromophenethyl)-piperidine-4-carboxylate BrC1=CC=C(CCN2CCC(CC2)C(=O)OC)C=C1